tetraethylpropane-1,3-diylbis(phosphonate) C(C)OP(OCC)(=O)CCCP(OCC)(OCC)=O